O1C2(CN(CC=3C1=CC=1C=CC=NC1C3)CC=3C=C(C=CC3C)C(C(C(=O)OC)(C)C)C3=C(C1=C(N(N=N1)C)C=C3)C)CC2 Methyl 3-(3-((3'H-spiro[cyclopropane-1,2'-[1,4]oxazepino[7,6-g]quinolin]-4'(5'H)-yl) methyl)-4-methylphenyl)-3-(1,4-dimethyl-1H-benzo[d][1,2,3]triazol-5-yl)-2,2-dimethylpropionate